2-Chloro-4-fluoro-N-[4-[(E)-3-[4-[2-hydroxyethyl(methyl)amino]phenyl]prop-2-enoyl]phenyl]benzamide ClC1=C(C(=O)NC2=CC=C(C=C2)C(\C=C\C2=CC=C(C=C2)N(C)CCO)=O)C=CC(=C1)F